methyl (R)-2-(6-(1-aminoethyl)-1-(2,2-difluoropent-4-en-1-yl)-1H-pyrrolo[2,3-b]pyridin-2-yl)-1-cyclopropyl-7-fluoro-1H-benzo[d]imidazole-5-carboxylate N[C@H](C)C1=CC=C2C(=N1)N(C(=C2)C2=NC1=C(N2C2CC2)C(=CC(=C1)C(=O)OC)F)CC(CC=C)(F)F